B([O-])([O-])[O-].[Cs+].C1(CC1)C1=NN(C=N1)C1CC2(CN(C2)C(=O)N2CC(C2)CNS(=O)(=O)C2=CC=C(C=C2)C(F)(F)F)C1.[Cs+].[Cs+] N-[[1-[6-(3-cyclopropyl-1,2,4-triazol-1-yl)-2-azaspiro[3.3]heptane-2-carbonyl]azetidin-3-yl]methyl]-4-(trifluoromethyl)benzenesulfonamide cesium Borate